C1(=C(C=CC=C1)NC(N)=N)C 3-o-tolylguanidine